[Pd].[Pd].C(C1=CC=CC=C1)=CC(=O)C=CC1=CC=CC=C1.C(C1=CC=CC=C1)=CC(=O)C=CC1=CC=CC=C1.C(C1=CC=CC=C1)=CC(=O)C=CC1=CC=CC=C1 tris(Dibenzylideneacetone) Dipalladium (0)